tert-butyl ((1-aminocyclopropyl)meth-yl)carbamate NC1(CC1)CNC(OC(C)(C)C)=O